C1CC(=O)NC(=O)C1N2C(=O)C3=C(C2=O)C(=CC=C3)N The molecule is an aromatic amine that is thalidomide substituted at position 4 on the isoindole ring system by an amino group. Used for the treatment of multiple myeloma in patients who failed to respond to previous therapies. It has a role as an antineoplastic agent, an immunomodulator and an angiogenesis inhibitor. It is a dicarboximide, a member of isoindoles, a member of piperidones and an aromatic amine. It derives from a thalidomide.